FC(OC1=NC(=CC=C1NC(=O)C1(CN(C1)C([C@H](C)NC(OC(C)(C)C)=O)=O)C1=C(C=CC=C1)C(C)C)C)F tert-butyl (S)-(1-(3-((2-(difluoromethoxy)-6-methylpyridin-3-yl)carbamoyl)-3-(2-isopropylphenyl)azetidin-1-yl)-1-oxopropan-2-yl)carbamate